5-[1-(6-chloro-3-pyridinyl)-3-(trifluoromethyl)pyrazol-4-yl]-1-methyl-imidazole-2-carboxamide ClC1=CC=C(C=N1)N1N=C(C(=C1)C1=CN=C(N1C)C(=O)N)C(F)(F)F